1,1-diethoxy-4,6-heptadiene C(C)OC(CCC=CC=C)OCC